monoFmocethylenediamine hydrochloride Cl.C(=O)(OCC1C2=CC=CC=C2C2=CC=CC=C12)NCCN